FC[C@@H]1[C@@H](C1)C(=O)NC=1N=CC2=C(N=CC(=C2C1)C=1OC2=C(N1)C=C(C=C2)N2CCOCC2)NC (1R,2S)-2-(fluoromethyl)-N-(8-(methylamino)-5-(5-morpholinobenz[d]oxazol-2-yl)-2,7-naphthyridin-3-yl)cyclopropane-1-carboxamide